NC1=CC=C(C=C1)C1=C(C2=C(N(C(N(C2=O)C=2N=NC(=CC2)OCCF)=O)CC2=C(C=CC=C2F)F)S1)CN(C)C 6-(4-aminophenyl)-1-(2,6-difluorobenzyl)-5-((dimethylamino)methyl)-3-(6-(2-fluoroethoxy)pyridazin-3-yl)thieno[2,3-d]pyrimidine-2,4(1H,3H)-dione